C1(CC1)C(=O)N1[C@@H](CN(C[C@@H]1C)C(=O)C=1C=NC2=CC=C(C=C2C1N1CCC(CC1)(C#N)C)F)C |o1:6,10| 1-(3-((3R*,5S*)-4-(cyclopropanecarbonyl)-3,5-dimethylpiperazine-1-carbonyl)-6-fluoroquinolin-4-yl)-4-methylpiperidine-4-carbonitrile